2,2,4,4,5-pentamethylhexan-3-one CC(C)(C(C(C(C)C)(C)C)=O)C